C(#N)C(C)(C)C1=NN=C(O1)C1=CC2=C(C(C[C@H](C(N2CC2=CC=C(C=C2)C2=CC=C(C=C2)OC)=O)NC(OC(C)(C)C)=O)(F)F)C=C1F tert-butyl N-[(3R)-8-[5-(1-cyano-1-methyl-ethyl)-1,3,4-oxadiazol-2-yl]-5,5,7-trifluoro-1-[[4-(4-methoxyphenyl)phenyl]methyl]-2-oxo-3,4-dihydro-1-benzazepin-3-yl]carbamate